ClC1=CC(=C(C=C1F)[C@H](NC(=O)[C@@H]1N([C@@H]2C[C@@H]2C1)C(C1=CC(=CC=C1)C(F)(F)F)=O)C1CC1)F (1R,3R,5R)-N-((R)-(4-chloro-2,5-difluorophenyl)(cyclopropyl)methyl)-2-(3-(trifluoromethyl)benzoyl)-2-azabicyclo[3.1.0]hexane-3-carboxamide